C(#C)C=1SC(=CC1)C#C 2,5-Diethynylthiophene